NC=1N(C=CN1)CCC[C@H](C(=O)N[C@H](C(=O)O)CC1=C(C=C(C=C1C)OC)C)NC(=O)OC(C)(C)C (S)-2-((R)-5-(2-amino-1H-imidazol-1-yl)-2-((tert-butoxycarbonyl)amino)pentanamido)-3-(4-methoxy-2,6-dimethylphenyl)propanoic acid